FC1=C(C#N)C=C(C=C1)N1C(=CC=2C(C(CCC12)F)O)C(F)(F)F 2-fluoro-5-(5-fluoro-4-hydroxy-2-(trifluoromethyl)-4,5,6,7-tetrahydro-1H-indol-1-yl)benzonitrile